FCCCCCCCC(CCCCCCCC)OC(CCCCCCCN(CCCCCC(OCCCCCCCCCCC)=O)CCO)=O.COC1=C(N)C(=CC(=C1)SC1=CC=CC=C1)OC 2,6-dimethoxy-4-(phenylsulfanyl)aniline 1-fluorohexadecan-8-yl-8-((2-hydroxyethyl)(6-oxo-6-(undecyloxy)hexyl)amino)octanoate